tert-butyl (R)-3-(6-(2-fluoro-3-methyl-1H-pyrrolo[2,3-b]pyridin-5-yl)-2-(2-hydroxy-2-methylpropanoyl)-1,2,3,4-tetrahydroisoquinolin-8-yl)morpholine-4-carboxylate FC1=C(C=2C(=NC=C(C2)C=2C=C3CCN(CC3=C(C2)[C@H]2N(CCOC2)C(=O)OC(C)(C)C)C(C(C)(C)O)=O)N1)C